2-methylhydrazine CNN